FC1=C(C=CC=C1)C1=CC(=CN1S(=O)(=O)C1=CC(=CC=C1)OCCCOC)CNC 1-(5-(2-fluorophenyl)-1-((3-(3-methoxypropoxy)phenyl)sulfonyl)-1H-pyrrol-3-yl)-N-methyl-methylamine